1-(cyclohexylmethyl)-3-methyl-N-(3-sulfamoylphenyl)-4-(trifluoromethyl)-1H-pyrazole-5-carboxamide C1(CCCCC1)CN1N=C(C(=C1C(=O)NC1=CC(=CC=C1)S(N)(=O)=O)C(F)(F)F)C